(+/-)-1-(1-(3-(2-((tert-Butyldimethylsilyl)oxy)ethoxy)phenyl)ethyl)-3-(methylcarbamoyl)-1H-pyrazole-5-carboxylic acid [Si](C)(C)(C(C)(C)C)OCCOC=1C=C(C=CC1)[C@@H](C)N1N=C(C=C1C(=O)O)C(NC)=O |r|